FC(S(=O)(=O)NC1=C(C=C(C=C1)C1=NNC(=C1C(=O)N)NC1=NC(=CC=C1)C(F)(F)F)OC1=CC=C(C=C1)F)F 3-(4-((difluoromethyl)sulfonamido)-3-(4-fluorophenoxy)phenyl)-5-((6-(trifluoromethyl)pyridin-2-yl)amino)-1H-pyrazole-4-carboxamide